2,2'-(((3,3'''-difluoro-5,5'''-dimethoxy-2',2''-dimethyl-[1,1':3',1'':3'',1'''-quaterphenyl]-4,4'''-diyl)bis(methylene))bis(azanediyl))bis(ethan-1-ol) FC=1C=C(C=C(C1CNCCO)OC)C1=C(C(=CC=C1)C1=C(C(=CC=C1)C1=CC(=C(C(=C1)OC)CNCCO)F)C)C